N1-(2-(dimethylamino)ethyl)-5-methoxy-N1-methyl-N4-(4-(5'-methylspiro[cyclohexane-1,3'-pyrrolo[3,2-b]pyridin]-1'(2'H)-yl)-1,3,5-triazin-2-yl)benzene-1,2,4-triamine CN(CCN(C=1C(=CC(=C(C1)OC)NC1=NC=NC(=N1)N1CC2(C3=NC(=CC=C31)C)CCCCC2)N)C)C